C(CCCCCCCCCCC)S[Sn](CCCC)(CCCC)SCCCCCCCCCCCC di(dodecylthio)dibutyl-tin